N-(5-chloropyridin-2-yl)-N-(methanesulfonyl)methanesulfonamide ClC=1C=CC(=NC1)N(S(=O)(=O)C)S(=O)(=O)C